ClC=1C(=C(C(=CC1C(C([2H])([2H])[2H])(C([2H])([2H])[2H])C([2H])([2H])[2H])C)C=1NC=2C=CN=C(C2C(C1)=O)C(=O)N)F 2-(3-chloro-2-fluoro-6-methyl-4-(2-(methyl-d3)propan-2-yl-1,1,1,3,3,3-d6)phenyl)-4-oxo-1,4-dihydro-1,6-naphthyridine-5-carboxamide